1-(3-(3-(1H-imidazol-1-yl)quinoxaline-6-carbonyl)phenyl)-3-(3,4-difluorophenyl)urea N1(C=NC=C1)C=1C=NC2=CC=C(C=C2N1)C(=O)C=1C=C(C=CC1)NC(=O)NC1=CC(=C(C=C1)F)F